O-ethyl (8-oxo-1,4-dioxaspiro[4.5]decan-7-yl)sulfanylmethanethioate O=C1C(CC2(OCCO2)CC1)SC(OCC)=S